(R)-3-Fluoro-5-(2-hydroxypropan-2-yl)-N'-((3-methyl-2-(trifluoromethyl)-6,7-dihydro-5H-cyclopenta[b]pyridin-4-yl)carbamoyl)thiophene-2-sulfonimidamide FC1=C(SC(=C1)C(C)(C)O)[S@@](=O)(N)=NC(NC1=C2C(=NC(=C1C)C(F)(F)F)CCC2)=O